(cis)-tert-Butyl 4-(2-((1-(tert-butoxy)-1-oxopropan-2-yl) oxy) ethyl)-3,3-difluorohexahydropyrrolo[3,2-b]pyrrole-1(2H)-carboxylate C(C)(C)(C)OC(C(C)OCCN1CC[C@@H]2N(CC([C@@H]21)(F)F)C(=O)OC(C)(C)C)=O